FC1=CC=C(C=C1)C1=CC=C(C=C1)CN1N=CC2=CC(=CC(=C12)C(=O)N[C@@H](C)C1=CC=C(C(=O)O)C=C1)C1=CC=C(C=C1)F (S)-4-(1-(1-((4'-fluoro-[1,1'-biphenyl]-4-yl)methyl)-5-(4-fluorophenyl)-1H-indazol-7-amido)ethyl)benzoic acid